2-(ethanesulfonyl)imidazo[1,2-a]pyridine-3-sulfonamide C(C)S(=O)(=O)C=1N=C2N(C=CC=C2)C1S(=O)(=O)N